1-[5-(2-methoxypyridin-4-yl)-1H-pyrazole-3-carbonyl]piperidine COC1=NC=CC(=C1)C1=CC(=NN1)C(=O)N1CCCCC1